5-hydroxy-6-methoxy-7-(methoxymethoxy)-2-phenyl-4H-1-benzopyran OC1=C(C(=CC2=C1CC=C(O2)C2=CC=CC=C2)OCOC)OC